FC1=CC=C(C=C2C(N(C(S2)=NN=C2C(NC3=CC=C(C=C23)C)=O)C2=CC=C(C=C2)C(C)(C)C)=O)C=C1 3-(2-(5-(4-fluorobenzylidene)-3-(4-tert-butylphenyl)-4-oxothiazolidin-2-ylidene)hydrazono)-5-methylindol-2-one